ethylene glycol-bis[succinimidyl succinate] C1(CCC(N1C(C(=O)O)CC(=O)O)=O)=O.C1(CCC(N1C(C(=O)O)CC(=O)O)=O)=O.C(CO)O